9-(2,3-Difluoro-4-((1-(3-fluoropropyl)azetidin-3-yliden)methyl)phenyl)-8-(2,4-difluorophenyl)-6,7-dihydro-5H-benzo[7]annulen FC1=C(C=CC(=C1F)C=C1CN(C1)CCCF)C1=C(CCCC2=C1C=CC=C2)C2=C(C=C(C=C2)F)F